C1C(CC12CC(C2)C(=O)N)C(=O)N spiro[3.3]heptane-2,6-dicarboxamide